tert-Butyl (2-(2-cyclopropyl-1H-imidazol-1-yl)ethyl)carbamate C1(CC1)C=1N(C=CN1)CCNC(OC(C)(C)C)=O